[Si](C1=CC=CC=C1)(C1=CC=CC=C1)(C(C)(C)C)OCC(CN1[C@@H](C=2NC3=CC=CC=C3C2C[C@H]1C)C1=CN=C(S1)CC1CN(C1)CCCF)(F)F 5-((1S,3R)-2-(3-((tert-butyldiphenylsilyl)oxy)-2,2-difluoropropyl)-3-methyl-2,3,4,9-tetrahydro-1H-pyrido[3,4-b]indol-1-yl)-2-((1-(3-fluoropropyl)azetidin-3-yl)methyl)thiazole